(1-(2-(bis(2,4-Dimethoxybenzyl)amino)oxazolo[4,5-c]pyridin-7-yl)-6-methylpiperidin-3-yl)((S)-6,8-dichloro-1-methyl-3,4-dihydroisoquinolin-2(1H)-yl)methanone COC1=C(CN(C=2OC3=C(C=NC=C3N3CC(CCC3C)C(=O)N3[C@H](C4=C(C=C(C=C4CC3)Cl)Cl)C)N2)CC2=C(C=C(C=C2)OC)OC)C=CC(=C1)OC